3-iodo-6-(6-methoxy-pyridin-3-ylmethoxy)-pyridazine IC=1N=NC(=CC1)OCC=1C=NC(=CC1)OC